N-(4-(4-aminophenyl)-5-methylpyrimidin-2-yl)-3-(trifluoromethyl)benzamide ethyl-rac-2,2,3-trimethyl-4-(trifluoromethylsulfonyloxy)-3H-furan-5-carboxylate C(C)OC(=O)C1=C([C@@H](C(O1)(C)C)C)OS(=O)(=O)C(F)(F)F.NC1=CC=C(C=C1)C1=NC(=NC=C1C)NC(C1=CC(=CC=C1)C(F)(F)F)=O |r|